(1-(2-(quinoxalin-6-yl)acetyl)piperidin-4-yl)-7-(trifluoromethyl)-1,3-dihydro-2H-benzo[d]imidazol-2-one N1=CC=NC2=CC(=CC=C12)CC(=O)N1CCC(CC1)N1C(NC2=C1C(=CC=C2)C(F)(F)F)=O